COC1=C2C=CC=C(C2=CC=C1)S(=O)(=O)[O-].[Na+] sodium 5-methoxynaphthalene-1-sulfonate